COC(COC1=CC(=C(C=C1)Cl)N)=O (3-amino-4-chloro-phenoxy)acetic acid methyl ester